8-(Benzyloxy)-7-bromo-3,4-dihydroquinoxaline-2(1H)-one C(C1=CC=CC=C1)OC=1C(=CC=C2NCC(NC12)=O)Br